C(CCCCCCCCCCC)(=O)N[C@@H](CC(=O)O)C(=O)O N-Lauroyl-aspartic acid